N-[5-(8-dimethylamino-2-oxo-8-phenyl-1,3-diazaspiro[4.5]decan-3-yl)-pyrimidin-2-yl]-cyclopropanecarboxylic acid amide CN(C1(CCC2(CN(C(N2)=O)C=2C=NC(=NC2)NC(=O)C2CC2)CC1)C1=CC=CC=C1)C